2-(((3-methyloxetan-3-yl)oxy)phenyl)pyrimidine-2,4-diamine CC1(COC1)OC1=C(C=CC=C1)C1(NC=CC(=N1)N)N